FC1=CC=CC=2C(=N[C@@H](C(NC21)=O)NC(=O)C2=C(N=C1N2N=C(C=C1)C)C1=C(C=NC=C1)F)C1=CC=CC=C1 N-[(3S)-9-fluoro-2-oxo-5-phenyl-1,3-dihydro-1,4-benzodiazepin-3-yl]-2-(3-fluoropyridin-4-yl)-6-methylimidazo[1,2-b]pyridazine-3-carboxamide